C12CN(CC(CC1)N2)C=2OC1=C(N2)C=C(C=C1C=1SC=CN1)C(=O)N1CCC1 (2-(3,8-diazabicyclo[3.2.1]octan-3-yl)-7-(thiazol-2-yl)benzo[d]oxazol-5-yl)(azetidin-1-yl)methanone